(9-(4-(methylthio)phenyl)-6-propionyl-carbazol-3-yl)pentan-1-one CSC1=CC=C(C=C1)N1C2=CC=C(C=C2C=2C=C(C=CC12)C(CCCC)=O)C(CC)=O